2-methyl-naphthalene lithium [Li].CC1=CC2=CC=CC=C2C=C1